8-fluoro-2-methyl-6-(3,3,4,4-tetramethylborolan-1-yl)imidazo[1,2-a]pyridine FC=1C=2N(C=C(C1)B1CC(C(C1)(C)C)(C)C)C=C(N2)C